tungsten-molybdenum-oxygen salt [O].[Mo].[W]